4,5,6,7-tetrahydro-2H-indazole N=1NC=C2CCCCC12